2-(4-fluorophenyl)propionyl chloride FC1=CC=C(C=C1)C(C(=O)Cl)C